ClC1=CC=C(C=C1)C(C(=O)O)C(C)C 2-(4-chlorophenyl)-3-methylbutanoic acid